3-Methyl-2-oxo-5-[4-(4-piperidyl)-1-piperidyl]benzimidazol CN1C(NC2=C1C=C(C=C2)N2CCC(CC2)C2CCNCC2)=O